3-[3,5-dimethyl-4-[3-(3-methylisoxazol-5-yl)propoxy]phenyl]-5-(trifluoro-methyl)-1,2,4-oxadiazole CC=1C=C(C=C(C1OCCCC1=CC(=NO1)C)C)C1=NOC(=N1)C(F)(F)F